(S)-N-(but-3-yn-2-yl)-5-(4-(trifluoromethyl)phenyl)-2-naphthamide C[C@@H](C#C)NC(=O)C1=CC2=CC=CC(=C2C=C1)C1=CC=C(C=C1)C(F)(F)F